(R)-tert-butyl (1-(3-chloro-5-((4-fluorobenzyl)oxy)pyridin-2-yl)pyrrolidin-3-yl)carbamate ClC=1C(=NC=C(C1)OCC1=CC=C(C=C1)F)N1C[C@@H](CC1)NC(OC(C)(C)C)=O